N-phenyl-[1,2,4]triazolo[4,3-a]pyridin-3-amine C1(=CC=CC=C1)NC1=NN=C2N1C=CC=C2